2,4-dihydroxy-4,6,7-trimethyl-pyrido[3,4-d]pyrimidin-8-one OC=1NC(C2=C(N1)C(N(C(=C2)C)C)=O)(C)O